2-(2,6-dioxo-3-piperidyl)-5-fluoro-6-(trifluoromethyl)isoindoline-1,3-dione O=C1NC(CCC1N1C(C2=CC(=C(C=C2C1=O)F)C(F)(F)F)=O)=O